C(C)C1=C(C(=CC=C1)CC)C1N(CCC=2C1=CNN2)C=2N=CC(CN2)(C(F)(F)F)F 4-(2,6-diethylphenyl)-5-(5-fluoro-5-(trifluoromethyl)pyrimidin-2-yl)-4,5,6,7-tetrahydro-2H-pyrazolo[4,3-c]pyridin